ClC1=NC=CC(=N1)COC=1C=NC2=C3C=4NCC(NC(C4SC3=CC=C2N1)=O)C 5-[(2-chloro-4-pyrimidinyl)methoxy]-15-methyl-11-thia-3,6,14,17-tetraazatetracyclo[8.8.0.02,7.012,18]octadeca-1,3,5,7,9,12(18)-hexaen-13-one